N-Phenyl-4-(2,2-difluoroethoxy)-1,2,5-oxadiazole-3-carboxamide C1(=CC=CC=C1)NC(=O)C1=NON=C1OCC(F)F